(3-chloro-4-methoxy-phenyl)-[2-(2-pyridyl)-7,8-dihydro-5H-pyrido[4,3-d]pyrimidin-6-yl]methanone ClC=1C=C(C=CC1OC)C(=O)N1CC2=C(N=C(N=C2)C2=NC=CC=C2)CC1